BrC1=CC(=C(C=C1)C1=C(C=CC=C1)O)F 4-bromo-2-fluoro-1-(2-hydroxyphenyl)benzene